1-(3-chloropropyl)-4-(pyridin-2-yl)piperazine tert-butyl-4-((2-aminoethoxy)methyl)piperidine-1-carboxylate C(C)(C)(C)OC(=O)N1CCC(CC1)COCCN.ClCCCN1CCN(CC1)C1=NC=CC=C1